CN1N=C(C=C1)C1=NC=CC(=C1)B1OC(C(O1)(C)C)(C)C 2-(1-methyl-1H-pyrazol-3-yl)-4-(4,4,5,5-tetramethyl-1,3,2-dioxaborolan-2-yl)pyridine